(S)-1-(2-chloro-6-fluoro-3-hydroxybenzyl)-3,4-dimethyl-2-oxo-N-(2,4,6-trifluorobenzyl)-1,2,3,4-tetrahydroquinazoline-7-carboxamide ClC1=C(CN2C(N([C@H](C3=CC=C(C=C23)C(=O)NCC2=C(C=C(C=C2F)F)F)C)C)=O)C(=CC=C1O)F